8-((3R)-4-((4-fluorophenyl)(pyrimidin-4-yl)methyl)-3-methylpiperazin-1-yl)-5-methyl-6-oxo-5,6-dihydro-1,5-naphthyridine-2,7-dicarbonitrile FC1=CC=C(C=C1)C(N1[C@@H](CN(CC1)C1=C(C(N(C=2C=CC(=NC12)C#N)C)=O)C#N)C)C1=NC=NC=C1